CSC=1C2=C(N=CN1)SC(=N2)C(=O)N 7-methylsulfanyl-thiazolo[5,4-d]Pyrimidine-2-carboxamide